4-hydroxy-6-styryl-2H-pyran-2-one OC1=CC(OC(=C1)C=CC1=CC=CC=C1)=O